Terbium trifluoride [F-].[F-].[F-].[Tb+3]